5-methyl-7-[5-(methylsulfonylmethyl)-2-(2,2,2-trifluoroethoxy)phenyl]-[1,3]oxazolo[4,5-c]pyridin-4-one CN1C(C2=C(C(=C1)C1=C(C=CC(=C1)CS(=O)(=O)C)OCC(F)(F)F)OC=N2)=O